C(C)(C)(C)OC(=O)N1CC(C1)C=1N=NC(=CC1N)C1=C(C=CC(=C1)Cl)F 3-[4-amino-6-(5-chloro-2-fluorophenyl)pyridazin-3-yl]azetidine-1-carboxylic acid tert-butyl ester